tert-butyl 6-[6-(6-amino-1H-benzimidazol-2-yl)-7-[4-fluoro-2-(2-methoxyethoxy)phenyl]thieno[3,2-c]pyridin-4-yl]-3,4-dihydro-1H-isoquinoline-2-carboxylate NC=1C=CC2=C(NC(=N2)C2=C(C3=C(C(=N2)C=2C=C4CCN(CC4=CC2)C(=O)OC(C)(C)C)C=CS3)C3=C(C=C(C=C3)F)OCCOC)C1